(6R,8aS)-6-[8-Amino-1-(4-{(1S)-1-hydroxy-1-[3-(trifluoromethyl)phenyl]ethyl}phenyl)imidazo[1,5-a]pyrazin-3-yl]hexahydroindolizin-3(2H)-on NC=1C=2N(C=CN1)C(=NC2C2=CC=C(C=C2)[C@@](C)(C2=CC(=CC=C2)C(F)(F)F)O)[C@H]2CN1C(CC[C@@H]1CC2)=O